FC=1C=C(C(=O)N(CCC(C)C)CC=2N=NN(C2)[C@@H](CC(=O)NO)CC2=CNC3=CC=CC=C23)C=CC1F 3,4-difluoro-N-[[1-[(1R)-3-(hydroxyamino)-1-(1H-indol-3-ylmethyl)-3-oxo-propyl]triazol-4-yl]methyl]-N-isopentyl-benzamide